ClC=1C=CC(=C(C1)C1=C(C=NN1COCC[Si](C)(C)C)NC(=O)C=1C=NN2C1N=CC=C2)OC(F)F pyrazolo[1,5-a]pyrimidine-3-carboxylic acid [5-(5-chloro-2-difluoromethoxyphenyl)-1-(2-trimethylsilanylethoxymethyl)-1H-pyrazol-4-yl]amide